1-((2R,4S)-4-(4-amino-3-((2-fluoro-3,5-dimethoxyphenyl)ethynyl)-7-(1-methyl-1H-pyrazol-3-yl)-1H-pyrazolo[4,3-c]pyridin-1-yl)-2-(methoxymethyl)pyrrolidin-1-yl)prop-2-en-1-one NC1=NC=C(C2=C1C(=NN2[C@H]2C[C@@H](N(C2)C(C=C)=O)COC)C#CC2=C(C(=CC(=C2)OC)OC)F)C2=NN(C=C2)C